isopentadecanesulfonic acid C(CCCCCCCCCCCC(C)C)S(=O)(=O)O